OC=1C(=CC2=C(C(CO2)NC(C=C)=O)C1)C N-(5-hydroxy-6-methyl-2,3-dihydrobenzofuran-3-yl)acrylamide